N-(4-(benzylthio)-2,6-difluorobenzyl)-3-(4-chloro-7-methoxy-1,8-naphthyridin-3-yl)acrylamide C(C1=CC=CC=C1)SC1=CC(=C(CNC(C=CC=2C=NC3=NC(=CC=C3C2Cl)OC)=O)C(=C1)F)F